ClC1=CC=C(C=N1)C=1C=C(C(=O)OC)C=C(C1)F Methyl 3-(6-chloropyridin-3-yl)-5-fluorobenzoate